ClC1=C2C=NN(C2=CC=C1NC1=NN(C=2C1=NC=CC2)C2=CC(=CC=C2)[N+](=O)[O-])C2OCCCC2 N-(4-chloro-1-(tetrahydro-2H-pyran-2-yl)-1H-indazol-5-yl)-1-(3-nitrophenyl)-1H-pyrazolo[4,3-b]pyridin-3-amine